Tert-butyl 3-triphenylmethyl-3,8-diazabicyclo[3.2.1]octan-8-carboxylate C1(=CC=CC=C1)C(N1CC2CCC(C1)N2C(=O)OC(C)(C)C)(C2=CC=CC=C2)C2=CC=CC=C2